2-Ethyl-Hexanal C(C)C(C=O)CCCC